FC(OC1=CC(=NC=C1)N1C=C(C(C2=CC(=C(C(=C12)Cl)N1CCNCC1)F)=O)C(=O)O)F 1-(4-difluoromethoxy-2-pyridyl)-8-chloro-6-fluoro-1,4-dihydro-7-piperazinyl-4-oxo-3-quinolinecarboxylic acid